FC=1C=C(C=CC1C(F)(F)F)C1=NN=C(S1)CSC1=CC(=C(OC(C(=O)OCC)(C)C)C=C1)C Ethyl 2-(4-(((5-(3-fluoro-4-(trifluoromethyl)phenyl)-1,3,4-thiadiazol-2-yl)methyl)thio)-2-methylphenoxy)-2-methylpropanoate